acryloyloxyethyloxetane C(C=C)(=O)OCCC1OCC1